methyl 3-(8-acetyl-2-oxo-1,8-diazaspiro[4.5]decan-3-yl)-2-aminopropanoate hydrochloride Cl.C(C)(=O)N1CCC2(CC(C(N2)=O)CC(C(=O)OC)N)CC1